CC1=NC(=NN1C1=CC=C(C=C1)CC1=CC=C(C=C1)C1=CC=C(C=C1)CN1C2[C@@H](CC1)CN(C2)C)C(=O)N (S)-5-methyl-1-(4-((4'-((5-methylhexahydropyrrolo[3,4-b]pyrrol-1(2H)-yl)methyl)-[1,1'-biphenyl]-4-yl)methyl)phenyl)-1H-1,2,4-triazole-3-carboxamide